1-acetyl-N-(5-{1-[4-(trifluoromethyl)phenyl]-1H-pyrazol-4-yl}-1H-indol-3-yl)azetidine-3-carboxamide C(C)(=O)N1CC(C1)C(=O)NC1=CNC2=CC=C(C=C12)C=1C=NN(C1)C1=CC=C(C=C1)C(F)(F)F